(6R)-6-amino-5-oxo-1,4-diazepan-1-carboxylic acid benzyl ester hydrochloride Cl.C(C1=CC=CC=C1)OC(=O)N1CCNC([C@@H](C1)N)=O